NC1=CC=C(C=N1)N1CC(N(CC1)C)=O 4-(6-aminopyridin-3-yl)-1-methylpiperazin-2-one